C(C)N1C[C@@H]2[C@@H](OCCN2C2=CC=C(N=N2)C2=C(C=C(C=C2C)C)O)CC1 |r| 2-[6-[rac-(4aR,8aS)-6-ethyl-3,4a,5,7,8,8a-hexahydro-2H-pyrido[4,3-b][1,4]oxazin-4-yl]pyridazin-3-yl]-3,5-dimethyl-phenol